4-Amino-2-butoxy-7-(2-methoxy-4-(piperazin-1-ylmethyl)benzyl)-7H-pyrrolo[2,3-d]pyrimidine-6-carbonitrile NC=1C2=C(N=C(N1)OCCCC)N(C(=C2)C#N)CC2=C(C=C(C=C2)CN2CCNCC2)OC